C(#N)C=1C=C(C=CC1OCC(C)C)C=1SC(=C(N1)C)C(=O)OC1=CC=C(C=C1)C=O 4-formylphenyl 2-(3-cyano-4-isobutoxyphenyl)-4-methylthiazole-5-carboxylate